L-2,6-diaminopimelate N[C@H](C(=O)[O-])CCCC(C(=O)[O-])N